CC(CCC(=O)O)(CC1=CNC2=CC=C(C=C12)B1OC(C(O1)(C)C)(C)C)C.CSC1=C(SC=C1C(F)(F)F)C1=CC(=CC=C1)C(F)(F)F 3-(methylthio)-4-trifluoromethyl-2-(3-(trifluoromethyl)phenyl)thiophene 2,2-dimethyl-3-[5-(4,4,5,5-tetramethyl-1,3,2-dioxaborolan-2-yl)-1H-indol-3-yl]propyl-acetate